C[C@@H]1COC2(CCOCC2)C2=CC=CC(=C12)CC(=O)O (S)-2-(4-methyl-2',3',5',6'-tetrahydrospiro[isochromane-1,4'-pyran]-5-yl)acetic acid